3-(Morpholin-4-yl)propane-1-sulfonic acid N1(CCOCC1)CCCS(=O)(=O)O